ClC1=C(C=C(C(=O)N2CCC(CC2)C(=O)N)C=C1)[N+](=O)[O-] 1-(4-chloro-3-nitrobenzoyl)piperidine-4-carboxamide